tert-Butyl 4-((4-(8-chloro-7-((2-methyl-1-((2-(trimethylsilyl)ethoxy)methyl)-1H-benzo[d]imidazol-6-yl)oxy)quinoxalin-2-yl)-1H-pyrazol-1-yl)methyl)-3,3-difluoropiperidine-1-carboxylate ClC=1C(=CC=C2N=CC(=NC12)C=1C=NN(C1)CC1C(CN(CC1)C(=O)OC(C)(C)C)(F)F)OC=1C=CC2=C(N(C(=N2)C)COCC[Si](C)(C)C)C1